Iridium Chlorid [Ir](Cl)(Cl)Cl